1,4-diazabicyclo[3.2.2]nonan-4-yl(3-(4-fluorophenyl)-4,5-dihydropyrano[3,4-c]pyrazol-1(7H)-yl)methanone N12CCN(C(CC1)CC2)C(=O)N2N=C(C1=C2COCC1)C1=CC=C(C=C1)F